(R,E)-N-(4-(3-((5-bromo-4-methoxypyrimidin-2-yl)amino)pyrrolidine-1-carbonyl)-2-methylphenyl)-4-(dimethylamino)but-2-enamide BrC=1C(=NC(=NC1)N[C@H]1CN(CC1)C(=O)C1=CC(=C(C=C1)NC(\C=C\CN(C)C)=O)C)OC